diethyl N,N-bis(2-hydroxyethyl)-aminomethylphosphonate OCCN(CCO)CP(OCC)(OCC)=O